ClC1=CC=C(CN2C3(CC(C3)C(=O)N)C(N(CC2=O)C2=C(C=C(C=C2)C#N)F)=O)C=C1 (2r,4r)-5-(4-chlorobenzyl)-8-(4-cyano-2-fluorophenyl)-6,9-dioxo-5,8-diazaspiro[3.5]nonane-2-carboxamide